methyl (S)-5-((3-chlorobenzyl)oxy)-2-(6-fluoro-benzo[d]oxazol-2-yl)-6-methoxy-1,2,3,4-tetrahydroisoquinoline-3-carboxylate ClC=1C=C(COC2=C3C[C@H](N(CC3=CC=C2OC)C=2OC3=C(N2)C=CC(=C3)F)C(=O)OC)C=CC1